ClC=1C2=CN(N=C2C=CC1)CC=1C=C(N(N1)C1=NC=CC=C1Cl)C(=O)O 5-[(4-chloroindazol-2-yl)methyl]-2-(3-chloro-2-pyridyl)pyrazole-3-carboxylic acid